2-Isopropyl-4-methyl-6-morpholin-4-yl-N-(4,4,4-trifluoro-butyl)-pyridine-3-carboxylic acid amide C(C)(C)C1=NC(=CC(=C1C(=O)NCCCC(F)(F)F)C)N1CCOCC1